O=C1C=2N=CNC2N=C(N1)C(C(=O)N)(C)C 6-oxo-6,9-dihydro-1H-purin-2-yl-2-methylpropanamide